4-chloro-3-(4,4,5,5-tetramethyl-1,3,2-dioxaborolan-2-yl)-1-(triphenylmethyl)-1H-pyrrolo[3,2-c]pyridine ClC1=NC=CC2=C1C(=CN2C(C2=CC=CC=C2)(C2=CC=CC=C2)C2=CC=CC=C2)B2OC(C(O2)(C)C)(C)C